OC(C1=CC=C(C=C1)Cl)P(O)(O)=O.C1(CC2C(CC1)O2)CC[Si](OCC)(OCC)OCC 2-(3,4-epoxycyclohexyl)ethyltriethoxysilane hydroxy-p-chlorobenzyl-phosphonate